4-chloro-N,1-dimethyl-N-(cis-4-methylpyrrolidin-3-yl)-1H-imidazole-5-carboxamide ClC=1N=CN(C1C(=O)N([C@@H]1CNC[C@@H]1C)C)C